methyl 18-hydroxy-9,10-dihydroxyoctadecanoate OCCCCCCCCC(C(CCCCCCCC(=O)OC)O)O